BrC=1C(=NC(=NC1\N=C/NC1COCCC1)SC)N1CC2CCC(C1)N2C(=O)OC(C)(C)C tert-butyl 3-{5-bromo-2-(methylsulfanyl)-6-[(Z)-{[tetrahydro-2H-pyran-3-ylamino]methylene} amino]pyrimidin-4-yl}-3,8-diazabicyclo[3.2.1]octane-8-carboxylate